5-fluoro-7-nitro-4-(4-(trifluoromethyl)piperidin-1-yl)quinoline FC1=C2C(=CC=NC2=CC(=C1)[N+](=O)[O-])N1CCC(CC1)C(F)(F)F